N-trinitromethyl-3,5-dinitro-4-chloropyrazole [N+](=O)([O-])C(N1N=C(C(=C1[N+](=O)[O-])Cl)[N+](=O)[O-])([N+](=O)[O-])[N+](=O)[O-]